N-(allyloxycarbonyl)-S-benzylcysteine C(C=C)OC(=O)N[C@@H](CSCC1=CC=CC=C1)C(=O)O